N-((3S,4R)-4-(2,6-difluoro-4-methoxyphenyl)-2-oxopyrrolidin-3-yl)-4-(difluoromethoxy)benzamide FC1=C(C(=CC(=C1)OC)F)[C@H]1[C@@H](C(NC1)=O)NC(C1=CC=C(C=C1)OC(F)F)=O